ClC1=CC(=C(C=C1C1CCC1)NCC(=O)N1CCN(CC1)C1CN(C1)C(=O)OC(C)(C)C)OC tert-Butyl 3-(4-(2-(4-chloro-5-cyclobutyl-2-methoxyphenylamino)acetyl)piperazin-1-yl)azetidine-1-carboxylate